C(=O)C1CCN(CC1)C(=O)OCC1=CC=CC=C1 benzyl 4-formylpiperidine-1-carboxylate